5-O-benzyl 2-O-tert-butyl 3-bromo-6,7-dihydro-4H-pyrazolo[1,5-a]pyrazine-2,5-dicarboxylate BrC=1C(=NN2C1CN(CC2)C(=O)OCC2=CC=CC=C2)C(=O)OC(C)(C)C